(terphenylyl)(diphenylfluorenyl)(carbazolylphenyl)amine C1(=C(C=CC=C1)N(C1=C(C=CC=C1)C1=CC=CC=2C3=CC=CC=C3NC12)C1=C(C(=CC=2C3=CC=CC=C3CC12)C1=CC=CC=C1)C1=CC=CC=C1)C=1C(=CC=CC1)C1=CC=CC=C1